(2''R)-2''-{(2R)-3-[(4-methoxyphenyl)methoxy]-2-methylpropyl}-2'',3''-dihydrodispiro[[1,3]dioxolane-2,1'-cyclohexane-4',1''-indene] COC1=CC=C(C=C1)COC[C@@H](C[C@H]1C2(C3=CC=CC=C3C1)CCC1(CC2)OCCO1)C